[C@@H]1(C[C@H](O)[C@H](O1)CO)N1C(CC[C@H](CC1)O[Si](C1=CC=CC=C1)(C1=CC=CC=C1)C(C)(C)C)=O 1-[2-deoxy-β-D-erythro-pentofuranosyl]-(R)-5-[(tert-butyldiphenylsilyl)oxy]azepan-2-one